6-bromo-4-(4-methoxy-4-methylpiperidin-1-yl)-2-oxo-1,2-dihydroquinoline-3-carbonitrile BrC=1C=C2C(=C(C(NC2=CC1)=O)C#N)N1CCC(CC1)(C)OC